C(=C)OC=C divinylether